3-(2-Chloro-6-fluorophenyl)-7-(4-ethyl-3-(hydroxymethyl)-5-oxo-4,5-dihydro-1H-1,2,4-triazol-1-yl)-6-fluoro-1-isopropyl-2,3-dihydropyrido[2,3-d]pyrimidin-4(1H)-one ClC1=C(C(=CC=C1)F)N1CN(C2=C(C1=O)C=C(C(=N2)N2N=C(N(C2=O)CC)CO)F)C(C)C